CC(CC[C@@H](C(=O)O)NCC1=CC2=C(N(C(O2)=O)C)C=C1)(C)C (2S)-5,5-dimethyl-2-{[(3-methyl-2-oxo-2,3-dihydro-1,3-benzoxazol-6-yl)methyl]amino}hexanoic acid